O1C(=NC2=C1C=CC=C2)[C@@H]2N(CC=1NC=NC12)C(=O)C=1C=NC=CC1 (R)-(4-(benzo[d]oxazol-2-yl)-4,6-dihydropyrrolo[3,4-d]imidazol-5(1H)-yl)(pyridin-3-yl)methanone